1-(1-acetylpiperidin-4-yl)-1-(2-isopropylphenyl)-3-(5-methylpyridin-2-yl)urea C(C)(=O)N1CCC(CC1)N(C(=O)NC1=NC=C(C=C1)C)C1=C(C=CC=C1)C(C)C